CC1C2C(CC(C1)C)O2 3,5-dimethyl-1,2-epoxycyclohexane